ClC1=CC=C(C=C1)\C=N\N1C([C@@H]2CC3=C(NC=4C=CC=CC34)[C@@H](N2C(C1)=O)C)=O (6S,12aS)-2-((E)-(4-chlorophenyl)methyleneamino)-6-methyl-2,3,12,12a-tetrahydropyrazino[1',2':1,6]pyrido[3,4-b]indole-1,4(6H,7H)-dione